2-Chloro-5-(3-{[1-oxo-2-benzylisoindolin-5-yloxy]methyl}phenyl)benzoic acid ClC1=C(C(=O)O)C=C(C=C1)C1=CC(=CC=C1)COC=1C=C2CN(C(C2=CC1)=O)CC1=CC=CC=C1